C(C1=CC=CC=C1)N1C=NC2=NC=NC2=C1 L-1-benzyl-purine